(ethoxy)ethyl 2-(2-(2-methoxyethoxy) ethoxy)acetate COCCOCCOCC(=O)OCCOCC